C1(=CC=CC=C1)NC(O)=O.C1(=CC=CC=C1)NC(O)=O.CC1=CC=CC=C1 toluene-bis(phenyl carbamate)